ClC1=CC=C(C=C1)C1=CC=C(N1C=1C=NC=CC1C(F)(F)F)C1=CC=C(C(=O)NCCN[C@@H]2COCC2)C=C1 4-[5-(4-chlorophenyl)-1-(4-trifluoromethyl-3-pyridyl)pyrrol-2-yl]-N-[2-[[(3S)-tetrahydrofuran-3-yl]amino]ethyl]-benzamide